C(C)(C)(C)OC(=O)C1=CC=CC=N1 Pyridine-6-Carboxylic acid tert-butyl ester